4-amino-2-((4-(3,3-diethoxy-propyl)-piperazin-1-yl)methyl)phenol NC1=CC(=C(C=C1)O)CN1CCN(CC1)CCC(OCC)OCC